2-(4-Bromophenoxy)-1-(4-methylpiperazin-1-yl)ethan-1-one BrC1=CC=C(OCC(=O)N2CCN(CC2)C)C=C1